C(C1=CC(C(=O)N=C2C(C(O)=CC=C2)O)=CC=C1)(=O)N=C1C(C(O)=CC=C1)O isophthaloyl-bis(iminocatechol)